(trans-4-((chlorocarbonyl)(5-(2-methoxypyrimidin-5-yl)pyrazin-2-yl)amino)cyclohexyl)carbamic acid tert-butyl ester C(C)(C)(C)OC(N[C@@H]1CC[C@H](CC1)N(C1=NC=C(N=C1)C=1C=NC(=NC1)OC)C(=O)Cl)=O